C(C)C(COC(=O)C=1C(=CC(=CC1)C(=O)OCC(CCCC)CC)C(=O)OCC(CCCC)CC)CCCC benzene-1,2,4-tricarboxylic acid tris(2-ethylhexyl) ester